(2S,3R)-2-octadecanoylaminooctadecane-1,3-diol C(CCCCCCCCCCCCCCCCC)(=O)N[C@@H](CO)[C@@H](CCCCCCCCCCCCCCC)O